COC(COC1=CC=C(C=C1)C1=CC=CC=C1)=O 4'-(2-methoxy-2-oxoethoxy)-[1,1'-biphenyl]